S1C(C(CCC1)C(=O)O)(C(=O)O)C(=O)O Thiantriic acid